C(C=C)(=O)N1C[C@@H](N(C[C@H]1C)C=1C2=C(N(C(N1)=O)C=1C(=NC=CC1SC)C(C)C)N=C(C(=C2)Cl)C2=C(C(=CC=C2N)Cl)F)C 4-((2S,5R)-4-acryloyl-2,5-dimethylpiperazin-1-yl)-7-(6-amino-3-chloro-2-fluorophenyl)-6-chloro-1-(2-isopropyl-4-(methylthio)pyridin-3-yl)pyrido[2,3-d]pyrimidin-2(1H)-one